3-t-Butyloxycarbonyl-amino-N-(3-hydroxy-4-methylphenyl)thiophene-2-carboxamide C(C)(C)(C)OC(=O)C1=C(SC=C1N)C(=O)NC1=CC(=C(C=C1)C)O